FC([C@H](C([2H])([2H])O)NC(OCC1=CC=CC=C1)=O)(F)F |o1:2| benzyl (S*)-(1,1,1-trifluoro-3-hydroxypropan-2-yl-3,3-d2)carbamate